OC1=C(C=CC(=C1)C(F)(F)F)C1=NN(C(=N1)C1=C(C=CC=C1)O)C1=C(C(=O)C(=O)C(C2=C(C=C(C=C2)Cl)N2N=C(N=C2C2=C(C=CC=C2)O)C2=C(C=C(C=C2)C(F)(F)F)O)=O)C=CC(=C1)Cl (3-(2-hydroxy-4-(trifluoromethyl) phenyl)-5-(2-hydroxyphenyl)-1H-1,2,4-triazol-1-yl)-4-chlorobenzoyl ketone